[C@H]1(CC[C@H](CC1)NC(=N)NC#N)NC(=N)NC#N trans-N,N'''-1,4-cyclohexanediylbis(N'-cyanoguanidine)